cis-3-fluoro-1-((1-methyl-1H-pyrazol-4-yl)sulfonyl)piperidin-4-amine trifluoroacetate FC(C(=O)O)(F)F.F[C@@H]1CN(CC[C@@H]1N)S(=O)(=O)C=1C=NN(C1)C